5-amino-N-(4-(4-methylpiperazin-1-yl)phenyl)-1H-indazole-3-carboxamide NC=1C=C2C(=NNC2=CC1)C(=O)NC1=CC=C(C=C1)N1CCN(CC1)C